C(C)C1=NC(=NO1)C=1C=C2CC[C@H](C2=CC1)NC(=O)C1=NN(C=C1)CCO (R)-N-(5-(5-ethyl-1,2,4-oxadiazol-3-yl)-2,3-dihydro-1H-inden-1-yl)-1-(2-hydroxyethyl)-1H-pyrazole-3-carboxamide